COCOC1=C(C=C(C=C1)C)OCOC 1,2-bis(methoxymethoxy)-4-methylbenzene